ClC=1C2=C(N=C(N1)C1=NNC=C1)SC(=C2)C 4-chloro-6-methyl-2-(1H-pyrazol-3-yl)thieno[2,3-d]pyrimidine